vinylbenzyltriphenylphosphonium bisulfat S([O-])(O)(=O)=O.C(=C)C1=C(C=CC=C1)[P+](C1=CC=CC=C1)(C1=CC=CC=C1)CC1=CC=CC=C1